N-((6-(3-Azabicyclo[3.1.0]hexan-3-yl)pyridin-3-yl)methyl)-6-((S)-6-chloro-5-fluoro-2-oxo-1,2-dihydrospiro[benzo[d][1,3]oxazine-4,3'-pyrrolidin]-1'-yl)pyrazine-2-carboxamide C12CN(CC2C1)C1=CC=C(C=N1)CNC(=O)C1=NC(=CN=C1)N1C[C@]2(CC1)C1=C(NC(O2)=O)C=CC(=C1F)Cl